3-((dimethoxyphosphoryl) methyl)-5-methylphenyl phosphite P(OC1=CC(=CC(=C1)C)CP(=O)(OC)OC)([O-])[O-]